4-amino-1-((2R,5R)-5-ethynyl-5-(hydroxymethyl)-2,5-dihydrofuran-2-yl)-5-methylpyrimidin-2(1H)-one NC1=NC(N(C=C1C)[C@@H]1O[C@@](C=C1)(CO)C#C)=O